(S)-7-(hydroxymethyl)-1,4-oxazepan-4-carboxylic acid benzyl ester C(C1=CC=CC=C1)OC(=O)N1CCO[C@@H](CC1)CO